BrC=1C(=CC2=C(OC(CN2)C)N1)CC1=CC=C(C=C1)F 6-bromo-7-(4-fluorobenzyl)-3-methyl-2,3-dihydro-1H-pyrido[2,3-b][1,4]oxazine